C1=C(C=CC=2OC3=C(C21)C=CC=C3)C3=NC=NC(=N3)C3=CC=CC=C3 4-(dibenzo[b,d]furan-2-yl)-6-phenyl-1,3,5-triazine